C1(CC1)C=1C(=CC(=C(C1)CN1CCC2(CN(C(O2)=O)C2=CC=C(C=C2)CO)CC1)OCC)C1=CC=C(C=C1)F 8-[[5-cyclopropyl-2-ethoxy-4-(4-fluorophenyl)phenyl]methyl]-3-[4-(hydroxymethyl)phenyl]-1-oxa-3,8-diazaspiro[4.5]decan-2-one